N-(1-(6-(3-(4-chlorobenzyl)ureido)spiro[3.3]hept-2-yl)ethyl)-6-methylnicotinamide ClC1=CC=C(CNC(NC2CC3(CC(C3)C(C)NC(C3=CN=C(C=C3)C)=O)C2)=O)C=C1